ClC=1C=CC=2C(=C3N(C2C1C=1C(=NN(C1C)C)C)[C@@H](CN(C3=O)C=3C=CC=C1C=C(N(C31)C)C#N)C)CCCOC3=CC(=C(C(=C3)C)Cl)C 7-[(4R)-7-chloro-10-[3-(4-chloro-3,5-dimethyl-phenoxy)propyl]-4-methyl-1-oxo-6-(1,3,5-trimethylpyrazol-4-yl)-3,4-dihydropyrazino[1,2-a]indol-2-yl]-1-methyl-indole-2-carbonitrile